(±)-N-(2,6-dioxopiperidin-3-yl)-2-fluoro-4-(3-hydroxyazetidin-1-yl)benzamide O=C1NC(CC[C@H]1NC(C1=C(C=C(C=C1)N1CC(C1)O)F)=O)=O |r|